D-glucopyranosyl-(1→4) β-D-galactopyranoside O([C@H]1[C@H](O)[C@@H](O)[C@@H](O)[C@H](O1)CO)C1[C@H](O)[C@@H](O)[C@H](O)[C@H](O1)CO